C1(CC1)C1=CC(=NN1)NC1=NC(=NC=C1)N(C1CCN(CC1)CC(=O)NC=1N=NN(C1)C)C 2-(4-((4-((5-cyclopropyl-1H-pyrazol-3-yl)amino)pyrimidin-2-yl)(methyl)amino)piperidin-1-yl)-N-(1-methyl-1H-1,2,3-triazol-4-yl)acetamide